COC1C(C2=CC=C(C=C2C1)C)NC(=O)C=1C(NC(=CC1)C(F)(F)F)=O N-(2-methoxy-5-methyl-2,3-dihydro-1H-inden-1-yl)-2-oxo-6-(trifluoromethyl)-1,2-dihydropyridine-3-carboxamide